N(=[N+]=[N-])[C@H](C(=O)N1[C@@H](C[C@H](C1)O)C(N[C@@H](C)C1=CC=C(C=C1)C1=C(N=CS1)C)=O)C1CCN(CC1)C(=O)OC(C)(C)C tert-butyl 4-((S)-1-azido-2-((2S,4R)-4-hydroxy-2-(((S)-1-(4-(4-methylthiazol-5-yl)phenyl)ethyl)carbamoyl)pyrrolidin-1-yl)-2-oxoethyl)piperidine-1-carboxylate